NC1=C(C(=NN1C1=NC=CC=C1)O)Cl 5-Amino-4-chloro-1-(pyridin-2-yl)-1H-pyrazol-3-ol